N-(4-(1H-imidazol-1-yl)phenyl)-4-(pyridin-3-yl)-[2,4'-bithiazole]-2'-amine N1(C=NC=C1)C1=CC=C(C=C1)NC=1SC=C(N1)C=1SC=C(N1)C=1C=NC=CC1